CC12[C@@H](C(C(CC1)C2)(C)C)CC(=O)O.C2(=CC=CC1=CC=CC=C21)C2=C1C=CC=CC1=C(C1=CC=CC=C21)C2=CC1=C(OC3=C1C=CC=C3)C=C2 2-(10-naphthyl-anthracene-9-yl)dibenzofuran (2S)-1,3,3-trimethylbicyclo[2.2.1]heptan-2-yl-acetate